(E)-N-(4-(1-(6-(4-(7-((2-(2,6-dioxopiperidin-3-yl)-1,3-dioxoisoindolin-5-yl)thio)heptyl)piperazin-1-yl)pyridazine-3-carbonyl)piperidin-4-yl)butyl)-3-(pyridin-3-yl)acrylamide O=C1NC(CCC1N1C(C2=CC=C(C=C2C1=O)SCCCCCCCN1CCN(CC1)C1=CC=C(N=N1)C(=O)N1CCC(CC1)CCCCNC(\C=C\C=1C=NC=CC1)=O)=O)=O